N2-(((9H-fluoren-9-yl)methoxy)carbonyl)-N2,N6-dimethyl-L-lysine hydrochloride Cl.C1=CC=CC=2C3=CC=CC=C3C(C12)COC(=O)N([C@@H](CCCCNC)C(=O)O)C